N-methyl-2-(piperazin-1-yl)propanamide tert-butyl((5-(trifluoromethyl)-3-azabicyclo[3.1.0]hexane-1-yl)methyl)carbamate C(C)(C)(C)N(C(O)=O)CC12CNCC2(C1)C(F)(F)F.CNC(C(C)N1CCNCC1)=O